CN(CC(O)C=1C=NN(C1)C1=C(C=C(C#N)C=C1)OC1=NC(=NC(=C1)N1CCOCC1)C)C 4-[4-[2-(dimethylamino)-1-hydroxyethyl]pyrazol-1-yl]-3-(2-methyl-6-morpholin-4-ylpyrimidin-4-yl)oxybenzonitrile